[N+](=O)([O-])C1=C(C(=CC(=C1)[N+](=O)[O-])[N+](=O)[O-])S(=O)(=O)O 2,4,6-trinitrobenzene-1-sulfonic acid